C(C)(C)(C)[Si](C)(C)OCC1=C(C=CC(=C1)[N+](=O)[O-])OC tert-butyl-((2-methoxy-5-nitrobenzyl)oxy)dimethylsilane